OC(=O)C1(CC2=CC=CC=C2C=C1)OC(=O)CC12CCC(C=C1)C2 2-hydroxycarbonyl-2-naphthoxycarbonylmethylbicyclo[2.2.1]Hept-5-ene